ethyl 2-({6-[(1,3-benzothiazol-2-yl) amino]-5-cyclopropyl-4-methylpyridazin-3-yl} amino)-1,3-thiazole-4-carboxylate S1C(=NC2=C1C=CC=C2)NC2=C(C(=C(N=N2)NC=2SC=C(N2)C(=O)OCC)C)C2CC2